C12CN(CC(CC1)N2)C=2OC=1C(N2)=C(C=CC1C=1SC=CN1)C(=O)N(C)C 2-(3,8-diazabicyclo[3.2.1]octan-3-yl)-N,N-dimethyl-7-(thiazol-2-yl)benzo[d]oxazole-4-carboxamide